BrC=1C=C(C=C(C1)NS(=O)(=O)C)NC(=O)C=1C=NN(C1)C1=NC=C(C=C1)C#N N-(3-bromo-5-(methylsulfonamido)phenyl)-1-(5-cyanopyridin-2-yl)-1H-pyrazole-4-carboxamide